N-(2,6-dimethyl-4-(1,1,6-trifluoro-3,4-dihydroisoquinoline-2(1H)-yl)phenyl)-3,3-dimethylbutanamide CC1=C(C(=CC(=C1)N1C(C2=CC=C(C=C2CC1)F)(F)F)C)NC(CC(C)(C)C)=O